4-[3-(6-chloro-1-methylindole-5-carbonyl)-2,4-dihydro-1,3-benzoxazin-8-yl]-5-fluoro-2-morpholin-4-yl-benzoin ClC1=C(C=C2C=CN(C2=C1)C)C(=O)N1COC2=C(C1)C=CC=C2C2=CC(=C(C=C2F)C(=O)C(O)C2=CC=CC=C2)N2CCOCC2